O=C1NC(CCC1N1C(C2=CC=C(C=C2C1=O)N1CCC(CC1)C(=O)N1CCC(CC1)CN1CCN(CC1)C1=CC=C(C=C1)NC1=C2N=CNC2=NC=N1)=O)=O 6-((4-(4-((1-(1-(2-(2,6-dioxopiperidin-3-yl)-1,3-dioxoisoindolin-5-yl)piperidine-4-carbonyl)piperidin-4-yl)methyl)piperazin-1-yl)phenyl)amino)-9H-purine